(S)-3-(1-aminoethyl)-8-chloro-2-(5-fluoro-1H-pyrazol-3-yl)isoquinolin-1(2H)-one N[C@@H](C)C=1N(C(C2=C(C=CC=C2C1)Cl)=O)C1=NNC(=C1)F